I.S1C=CC2=C1CNCC2 4,5,6,7-tetrahydrothieno[2,3-C]pyridine hydroiodide